5-amino-1-(1-(but-2-ynyl)pyrrolidin-3-yl)-3-(4-(cyclohexyloxy)phenyl)-1H-pyrazole-4-carboxamide NC1=C(C(=NN1C1CN(CC1)CC#CC)C1=CC=C(C=C1)OC1CCCCC1)C(=O)N